FC=1C=C2C(N(C(=NC2=CC1)[C@H](C)NC1=C2NC=NC2=NC=N1)C1=CC=CC=C1)=O 6-fluoro-3-phenyl-2-[(1S)-1-(7H-purin-6-ylamino)ethyl]quinazolin-4-one